1,4-difluoro-2,3-dimethylbenzene FC1=C(C(=C(C=C1)F)C)C